O1CCC2=C1C=CC(=C2)S(=O)(=O)NCC2=CC=C(CNC(=O)C1=NN3C(C=CC=C3)=C1)C=C2 N-(4-((2,3-Dihydrobenzofuran-5-sulfonamido)methyl)benzyl)pyrazolo[1,5-a]pyridin-2-carboxamid